F[P-](F)(F)(F)(F)F.C1(=CC=CC=C1)[S+](C1=CC=C(C=C1)SC1=CC=CC=C1)C1=CC=CC=C1 diphenyl-[4-(phenylsulfanyl)phenyl]sulfonium hexafluorophosphate